N-(3-(((7-(1H-Pyrazol-4-yl)-2,3-dihydrofuro[3,2-c]pyridin-4-yl)amino)methyl)phenyl)-2-methyl-1,2,3,4-tetrahydroisochinolin-6-carboxamid N1N=CC(=C1)C=1C2=C(C(=NC1)NCC=1C=C(C=CC1)NC(=O)C=1C=C3CCN(CC3=CC1)C)CCO2